tert-butyl 2-(4-nitrophenyl)-5-oxopiperazine-1-carboxylate [N+](=O)([O-])C1=CC=C(C=C1)C1N(CC(NC1)=O)C(=O)OC(C)(C)C